7-bromo-3,4-dimethyl-1H-indazole BrC=1C=CC(=C2C(=NNC12)C)C